C(C)C=1OC=CN1 ethyl-oxazol